Cbz-ethanolamine potassium phosphate P(=O)([O-])([O-])[O-].[K+].C(=O)(OCC1=CC=CC=C1)C(O)CN.[K+].[K+]